ClC1=C2C=C(NC2=C(C(=C1)C=1CN(CCC1)C(C(CN1N=NC=C1)C)=O)F)C(=O)N(C)C 4-chloro-7-fluoro-N,N-dimethyl-6-(1-(2-methyl-3-(1H-1,2,3-triazol-1-yl)propanoyl)-1,2,5,6-tetrahydropyridin-3-yl)-1H-indole-2-carboxamide